4-(2-(4-Chlorobenzylidene)hydrazino)-2-(prop-2-yn-1-ylthio)-6-(trifluoromethyl)pyrimidine ClC1=CC=C(C=NNC2=NC(=NC(=C2)C(F)(F)F)SCC#C)C=C1